2-amino-N-(4-hydroxy-bicyclo[2.2.2]octan-1-yl)-5-(4-(3-(tetrahydro-2H-pyran-4-yl)-3-aza-bicyclo[3.1.0]hexan-1-yl)phenyl)nicotinamide NC1=C(C(=O)NC23CCC(CC2)(CC3)O)C=C(C=N1)C1=CC=C(C=C1)C13CN(CC3C1)C1CCOCC1